C(C)(=O)N1CC=2C=C3C(=CC2C1)N(C(N3C)=O)C3C(NC(CC3)=O)=O 3-(6-acetyl-3-methyl-2-oxo-3,5,6,7-tetrahydroimidazo[4,5-f]isoindol-1(2H)-yl)piperidine-2,6-dione